dihydroxypropyloxy-3-methylamino-4-nitrobenzene OC(CCOC1=CC(=C(C=C1)[N+](=O)[O-])NC)O